FC1=CC(=C(C=C1)NC=1C2=C(N=CN1)C=CC(=N2)C=2C=NN(C2)C(=O)N2CCNCC2)OC(C)C (4-(4-((4-fluoro-2-isopropoxyphenyl)amino)pyrido[3,2-d]pyrimidin-6-yl)-1H-pyrazol-1-yl)(piperazin-1-yl)methanone